1-(2-methoxy-4-(piperazin-1-yl)phenyl)dihydropyrimidine-2,4(1H,3H)-dione COC1=C(C=CC(=C1)N1CCNCC1)N1C(NC(CC1)=O)=O